3-(4-fluorophenyl)-N-[4-methyl-3-[[3-(9H-purin-6-yl)-2-pyridyl]amino]phenyl]furan-2-carboxamide FC1=CC=C(C=C1)C1=C(OC=C1)C(=O)NC1=CC(=C(C=C1)C)NC1=NC=CC=C1C1=C2N=CNC2=NC=N1